FC1=NC=C(C(=C1)B(O)O)O (2-fluoro-5-hydroxypyridine-4-yl)boronic acid